N(=[N+]=[N-])CC=1SC(=CN1)N1CC(CCC1)N(C(OC(C)(C)C)=O)CC1CCC1 tert-butyl N-[1-[2-(azidomethyl)thiazol-5-yl]-3-piperidyl]-N-(cyclobutylmethyl)carbamate